9-(4-hydroxyphenyl)dibenzothiophenium iodide tert-butyl-N-[(5-bromo-2-methoxy-phenyl)-methyl-oxo-λ6-sulfanylidene]carbamate C(C)(C)(C)OC(N=S(=O)(C)C1=C(C=CC(=C1)Br)OC)=O.[I-].OC1=CC=C(C=C1)C1=CC=CC2=C1C1=C([SH+]2)C=CC=C1